ClC1=NC=CC2=CC(=CC=C12)OCC(C#N)(F)C1CC1 3-((1-chloroisoquinolin-6-yl)oxy)-2-cyclopropyl-2-fluoropropanenitrile